Cl.CN1N=CC(=C1)C1=CC=2N(N=C1)C(=CN2)N2CCNCC2 7-(1-methyl-1H-pyrazol-4-yl)-3-piperazin-1-yl-imidazo[1,2-b]pyridazine hydrochloride